(2S)-2-(methylamino)-4-phenyl-butyric acid CN[C@H](C(=O)O)CCC1=CC=CC=C1